(S)-4-(4-(3,3-difluoropropoxy)-2,6-difluorophenyl)-1-(1H-benzo[d]imidazol-5-yl)azetidin-2-one FC(CCOC1=CC(=C(C(=C1)F)[C@@H]1CC(N1C1=CC2=C(NC=N2)C=C1)=O)F)F